CN(C1=C(C(=O)O)C=CC=C1)S(=O)(=O)C 2-[methyl(methylsulfonyl)amino]benzoic acid